C1(=CC=C(C=C1)N1N=C(C(=C1)C1=C(C(=O)C2=CC=CC=C2)C=CC=C1)C1=C(C(=O)C2=CC=CC=C2)C=CC=C1)C (1-(p-tolyl)-1H-pyrazol-3,4-diyl)bis(benzophenone)